(2S,4R)-2-((1H-1,2,3-triazol-1-yl)methyl)-4-(5-(2-cyclopropyl-5-(trifluoromethoxy)phenyl)-1,2,4-oxadiazole-3-carboxamido)pyrrolidine-1-carboxylic acid tert-butyl ester C(C)(C)(C)OC(=O)N1[C@@H](C[C@H](C1)NC(=O)C1=NOC(=N1)C1=C(C=CC(=C1)OC(F)(F)F)C1CC1)CN1N=NC=C1